(Z)-3-(1-methylpyrazol-4-yl)prop-2-enoic acid tert-butyl ester C(C)(C)(C)OC(\C=C/C=1C=NN(C1)C)=O